13-cyclohexyl-6,7-dihydrobenzo[6,7][1,4]oxazepino[4,5-a]indole-10-carboxylic acid C1(CCCCC1)C1=C2N(C=3C=C(C=CC13)C(=O)O)CCOC1=C2C=CC=C1